O.Cl.ClC1=CC(=C(C=C1)C1=CC=C(C=C1)N1CCN(CC1)CC(C)C)N1CC(CCC1)N1N=CC(=C1C(F)F)C(=O)O.ClC1=CC(=C(C=C1)C1=CC=C(C=C1)N1CCN(CC1)CC(C)C)N1CC(CCC1)N1N=CC(=C1C(F)F)C(=O)O.Cl 1-{1-[4-Chloro-4'-(4-isobutylpiperazin-1-yl)[biphenyl]-2-yl]piperidin-3-yl}-5-(difluoromethyl)-1H-pyrazole-4-carboxylic acid hydrochloride hemihydrate